FC(OC1CCNCC1)F 4-(difluoromethoxy)piperidin